(2-amino-3-(3-(4-((naphthalen-1-yloxy)methyl)benzyl)isoxazol-5-yl)pyridin-1-ium-1-yl)methyl hydrogen phosphate P(=O)(OC[N+]1=C(C(=CC=C1)C1=CC(=NO1)CC1=CC=C(C=C1)COC1=CC=CC2=CC=CC=C12)N)(O)[O-]